C(C)(C)C=1C=C(C=C(C1)C(C)C)C(=[Zr](C1C2=CC(=CC=C2C=2C=CC(=CC12)C(C)(C)C)C(C)(C)C)C1C=CC=C1)C1CCCCC1 (3,5-di-isopropylphenyl)(cyclohexyl)methylene(cyclopentadienyl)(2,7-di-tert-butylfluoren-9-yl)zirconium